3',5'-dimethoxy-3,5-dicarboxy-1,1'-biphenyl COC=1C=C(C=C(C1)OC)C1=CC(=CC(=C1)C(=O)O)C(=O)O